5-Bromo-4-(2,6-difluorophenoxy)-6-(trifluoromethyl)pyrimidin-2-amine BrC=1C(=NC(=NC1C(F)(F)F)N)OC1=C(C=CC=C1F)F